deaminoneuraminic acid OC(=O)C1(O)C[C@H](O)C[C@@H](O1)[C@H](O)[C@H](O)CO